OC1(CC(N(CCC2CCOC(C3CCC3CN3CC4(CCCC5=CC=CC=C45)COC4=CC=C1C=C34)C2)C)=O)C(=O)N 17-HYDROXY-14-METHYL-15-OXO-3',4'-DIHYDRO-2'H-SPIRO[8,22-DIOXA-1,14-DIAZAPENTACYCLO[16.7.2.17,11.03,6.021,26]OCTACOSA-18,20,26-TRIENE-24,1'-NAPHTHALENE]-17-CARBOXAMIDE